butoxy ethyl ether C(C)OOCCCC